5-chloro-1'-[2-({1-[(cis)-3-hydroxy-3-methylcyclobutyl]-1H-1,3-benzodiazol-5-yl}oxy)ethyl]-1,2-dihydrospiro[indole-3,4'-piperidin]-2-one ClC=1C=C2C(=CC1)NC(C21CCN(CC1)CCOC1=CC2=C(N(C=N2)C2CC(C2)(C)O)C=C1)=O